FC(C1=CC=C(C=C1)C1=NOC(=N1)C=1C=C(C=CC1)C1OCC1O)(F)F (3-(3-(4-(trifluoromethyl)phenyl)-1,2,4-oxadiazol-5-yl)phenyl)oxetan-3-ol